2-((R)-3-(4-chlorophenyl)-1-(4-((5R,7R)-7-hydroxy-5-methyl-6,7-dihydro-5H-cyclopenta[d]pyrimidin-4-yl)piperazin-1-yl)-1-oxopropan-2-ylamino)-N-isopropylacetamide ClC1=CC=C(C=C1)C[C@H](C(=O)N1CCN(CC1)C=1C2=C(N=CN1)[C@@H](C[C@H]2C)O)NCC(=O)NC(C)C